3-(2-Methoxy-4-dimethylaminophenyl)-3-(1-butyl-2-methylindol-3-yl)-4,5,6,7-tetrachlorophthalide COC1=C(C=CC(=C1)N(C)C)C1(OC(=O)C2=C(C(=C(C(=C12)Cl)Cl)Cl)Cl)C1=C(N(C2=CC=CC=C12)CCCC)C